6-chloro-3-(5-(4-methoxyphenyl)-1-propionyl-4,5-dihydro-1H-pyrazol-3-yl)-1,4-dimethylquinolin-2(1H)-one ClC=1C=C2C(=C(C(N(C2=CC1)C)=O)C1=NN(C(C1)C1=CC=C(C=C1)OC)C(CC)=O)C